ClC1=CC=C(C[C@H]2CC[C@]([C@@]2(O)CN2N=CN=C2)(C)CCl)C=C1 (1R,2S,5R)-5-(4-chlorobenzyl)-2-chloromethyl-2-methyl-1-(1H-1,2,4-triazol-ylmethyl)cyclopentanol